CC1=C(C=CC=C1N1[Se]C2=C(C1=O)C=C(C=C2)OCC=2C=C(C=O)C=CC2)C2=CC=CC=C2 3-[({2-[2-methyl-(1,1'-biphenyl)-3-yl]-3-oxo-2,3-dihydrobenzo[1,2-d]isoselenazol-5-yl}oxy)methyl]benzaldehyde